CC1=NN(C(=O)N1C(F)F)C2=C(C=C(C(=C2)CC(C(=O)O)Cl)Cl)F The molecule is a member of the class of triazoles that is 2,4-dihydro-3H-1,2,4-triazol-3-one which is substituted at positions 2, 4, and 5 by 5-(2-carboxy-2-chloroethyl)-4-chloro-2-fluorophenyl, difluoromethyl, and methyl groups, respectively. It is a member of triazoles, a member of monochlorobenzenes, a member of monofluorobenzenes and a monocarboxylic acid.